6-(4-fluoropyrazol-1-yl)-N-(6-methoxy-1-methylindazol-7-yl)pyridine-3-sulfonamide FC=1C=NN(C1)C1=CC=C(C=N1)S(=O)(=O)NC=1C(=CC=C2C=NN(C12)C)OC